CC1(COC2=CC(=CC=C2C1NC(O[C@@H]1CN2CCC1CC2)=O)C2=CC(=CC=C2)C(F)(F)F)C (S)-quinuclidin-3-yl (3,3-dimethyl-7-(3-(trifluoromethyl)phenyl)chroman-4-yl)carbamate